CC1=C(C=C(C=C1[N+](=O)[O-])O)[N+](=O)[O-] 4-methyl-3,5-dinitrophenol